N-((S)-1-amino-3-hydroxy-2-methyl-1-oxopropan-2-yl)-2-methyl-5-(trans-2-(pyridin-2-yl)cyclopropyl)benzofuran-3-carboxamide NC([C@@](CO)(C)NC(=O)C1=C(OC2=C1C=C(C=C2)[C@H]2[C@@H](C2)C2=NC=CC=C2)C)=O